7-Methoxy-4-((3-methyl-5-(1H-1,2,4-triazol-1-yl)phenyl)amino)quinoline-6-carboxamide COC1=C(C=C2C(=CC=NC2=C1)NC1=CC(=CC(=C1)N1N=CN=C1)C)C(=O)N